O[C@@H]1CN(CC1)C(=O)N (S)-3-hydroxylpyrrolidine-1-carboxamide